4-amino-7-cyclopropyl-1-((R)-1-((R)-tetrahydrofuran-3-yl)ethyl)pyrido[2,3-d]pyrimidin-2(1H)-one NC=1C2=C(N(C(N1)=O)[C@H](C)[C@@H]1COCC1)N=C(C=C2)C2CC2